2-[2-(dimethylamino)ethyl]-6-methylsulfanyl-1-(2-pyridyl)pyrazolo[3,4-d]pyrimidin-3-one CN(CCN1N(C2=NC(=NC=C2C1=O)SC)C1=NC=CC=C1)C